3-((2-chloro-5-((1-methyl-1H-pyrazol-4-yl)ethynyl)pyridin-4-yl)amino)-2,2-dimethylpropan-1-ol ClC1=NC=C(C(=C1)NCC(CO)(C)C)C#CC=1C=NN(C1)C